CC(C=O)=CCCC(=CCC=C(C=C)C)C 2,6,10-trimethyl-2,6,9,11-dodecatetraenal